tert-Butyl N-[3-ethyl-5-[[2-[5-methyl-2-[6-(methylamino)-3-pyridyl]-1-piperidyl]-2-oxo-acetyl]amino]-2-pyridyl]carbamate C(C)C=1C(=NC=C(C1)NC(C(=O)N1C(CCC(C1)C)C=1C=NC(=CC1)NC)=O)NC(OC(C)(C)C)=O